OC(C)(C)C[C@@]12CCC[C@H]1[C@@H]1CC=C3C[C@H](CC[C@]3(C)[C@H]1CC2)O (1-hydroxy-1-methyl-ethyl)androsta-5-en-3β-ol